2-(4,7-bis(carboxymethyl)-1,4,7-triazonan-1-yl)succinic acid C(=O)(O)CN1CCN(CCN(CC1)CC(=O)O)C(C(=O)O)CC(=O)O